N-salicylidene-N'-salicyloyl-hydrazine C(C=1C(O)=CC=CC1)=NNC(C=1C(O)=CC=CC1)=O